C(C=C)(=O)OC1=C(C(=O)C2=CC=C(C=C2)OC)C=CC=C1 acryloxy-4'-methoxybenzophenone